COCCN1N=NC(=C1)C1=CC=C(C=N1)C(=O)Cl 6-[1-(2-methoxyethyl)triazol-4-yl]pyridine-3-carbonyl chloride